FC=1C=C(CC=2C=C3C(=NNC3=CC2)NC(C2=C(C=C(C=C2)N2CCN(CC2)CCNC=2C=C3C(N(C(C3=CC2)=O)C2C(NC(CC2)=O)=O)=O)NCCF)=O)C=C(C1)F N-(5-(3,5-difluorobenzyl)-1H-indazol-3-yl)-4-(4-(2-((2-(2,6-dioxopiperidin-3-yl)-1,3-dioxoisoindolin-5-yl)amino)ethyl)piperazin-1-yl)-2-((2-fluoroethyl)amino)benzamide